4-chloro-5-(3-(4-fluoro-2-(trifluoromethyl)phenoxy)-5,6-dihydro-[1,2,4]triazolo[4,3-a]pyrazin-7(8H)-yl)-2-(tetrahydro-2H-pyrazin-2-yl)pyrazin-3(2H)-one ClN1C(C(NC=C1N1CC=2N(CC1)C(=NN2)OC2=C(C=C(C=C2)F)C(F)(F)F)C2NCCNC2)=O